1-(3-(1H-imidazol-1-yl)propionamido)-N-(4-(2-(dimethylamino)ethoxy)-3-methoxyphenyl)cyclopropane-1-carboxamide N1(C=NC=C1)CCC(=O)NC1(CC1)C(=O)NC1=CC(=C(C=C1)OCCN(C)C)OC